FC1=C2C=CNC2=CC(=C1OC=1C=C(C=CC1)C=1NC(=CN1)[C@H](C=1C=C(C=CC1)CC(C(=O)OCC)C)O)F ethyl 3-(3-((S)-(2-(3-((4,6-difluoro-1H-indol-5-yl) oxy) phenyl)-1H-imidazol-5-yl) (hydroxy) methyl) phenyl)-2-methylpropionate